(2R)-4-[3-bromo-6-nitro-2-(trifluoromethyl)phenyl]-1-methylpiperazine BrC=1C(=C(C(=CC1)[N+](=O)[O-])N1CCN(CC1)C)C(F)(F)F